NC1=CC=CC(=N1)S(=O)(=O)NC(=O)C=1C(=NC(=CC1)C1=CC(=CC(=C1)OCC(C)C)F)O[C@H]1[C@@H]2CC[C@H](C1)C2 N-[(6-Amino-2-pyridyl)sulfonyl]-6-(3-fluoro-5-isobutoxyphenyl)-2-[(1R,2R,4S)-norbornan-2-yl]oxypyridin-3-carboxamid